FC(F)N1C(C(=CC=C1)C#N)=S difluoromethyl-2-thioxo-1,2-dihydropyridine-3-carbonitrile